C(C)(C)(C)P(C=1N(C2=CC=CC=C2C1)C1=CC=CC=C1)C(C)(C)C 2-(di-tert-butylphosphanyl)-1-phenyl-1H-indole